Amino-1-(4-morpholinophenyl)-butane-1-one NC(C(=O)C1=CC=C(C=C1)N1CCOCC1)CC